C(C)(=O)C1=CC2=CC=C(C=C2C=C1)OC 2-acetyl-6-methoxynaphthalene